2-(1-(6-chloro-6'-morpholino-[3,3'-bipyridin]-4-yl)piperidin-4-yl)-N,N-dimethylethan-1-amine ClC1=CC(=C(C=N1)C=1C=NC(=CC1)N1CCOCC1)N1CCC(CC1)CCN(C)C